BrC1=CC(=C(C=C1)NC(C=C)=O)OC N-(4-bromo-2-methoxy-phenyl)acrylamide